2-bromo-4,5,6,7-tetrahydropyrazolo[1,5-a]pyrimidin-6-ol BrC1=NN2C(NCC(C2)O)=C1